O=C1N(CCC(N1)=O)N1C(C2=CC=C(C=C2C1=O)CN1CCN(CC1)C1=NC=CC=C1C(F)(F)F)=O 2-(2,4-dioxotetrahydropyrimidin-1(2H)-yl)-5-((4-(3-(trifluoromethyl)pyridin-2-yl)piperazin-1-yl)methyl)isoindoline-1,3-dione